(S)-(2,6-dioxa-9-azaspiro[4.5]decan-9-yl)(8-(2-(2,2,2-trifluoroethoxy)phenyl)imidazo[1,2-a]pyridin-2-yl)methanone C1OCC[C@@]12OCCN(C2)C(=O)C=2N=C1N(C=CC=C1C1=C(C=CC=C1)OCC(F)(F)F)C2